(S)-2,4-dimethyl-1-((4-(quinolin-4-yl)naphthalen-1-yl)oxy)pentan-2-amine C[C@@](COC1=CC=C(C2=CC=CC=C12)C1=CC=NC2=CC=CC=C12)(CC(C)C)N